BrC1=C(C(=NN1C)CCC)C=O 5-BROMO-1-METHYL-3-PROPYL-1H-PYRAZOLE-4-CARBOXALDEHYDE